OCCCC(C(=O)N)(CCC1=C(C(C(=C(C1=O)C)C)=O)C)C 3-hydroxypropyl-2-methyl-4-(2,4,5-trimethyl-3,6-dioxocyclohexa-1,4-dienyl)butanamide